C(CCCCCCC)C(CCCCCCCC)OC(CCCCCCCNCCCCO)=O 8-((4-hydroxybutyl)amino)octanoic acid 1-octylnonyl ester